COC=1C(=CC=2C3=C(C=NC2C1)NC(N3CC=3C=CC(=NC3)S(=O)(=O)N)=O)OC 5-((7,8-dimethoxy-2-oxo-2,3-dihydro-1H-imidazo[4,5-c]quinolin-1-yl)methyl)pyridine-2-sulfonamide